(2E)-2-[2-(1-adamantylsulfanyl)-3-[(E)-2-[1-(4-methoxyphenyl)-2,2,4,7-tetramethyl-3,4-dihydroquinolin-6-yl]vinyl]-5,5-dimethyl-cyclohex-2-en-1-ylidene]acetonitrile C12(CC3CC(CC(C1)C3)C2)SC=2\C(\CC(CC2\C=C\C=2C=C3C(CC(N(C3=CC2C)C2=CC=C(C=C2)OC)(C)C)C)(C)C)=C\C#N